2-[6-amino-5-[4-(2-azaspiro[3.3]heptan-6-yl)pyrazol-1-yl]pyridazin-3-yl]phenol NC1=C(C=C(N=N1)C1=C(C=CC=C1)O)N1N=CC(=C1)C1CC2(CNC2)C1